4-{[6-(2-Chloro-pyridin-4-yl)-2-(2-methoxy-ethylcarbamoyl)-3-methyl-imidazo[1,2-a]pyrazin-8-ylamino]-methyl}-4-fluoro-piperidine-1-carboxylic acid tert-butyl ester C(C)(C)(C)OC(=O)N1CCC(CC1)(F)CNC=1C=2N(C=C(N1)C1=CC(=NC=C1)Cl)C(=C(N2)C(NCCOC)=O)C